N(=[N+]=[N-])CCCOS(=O)(=O)C1=C(C=CC=C1)C Methyl-benzenesulfonic acid 3-azidopropyl ester